PC1(CCCC1)P diphosphinocyclopentane